(N-butyl)-gamma-aminopropyl-trimethoxysilane C(CCC)NCCC[Si](OC)(OC)OC